OC1=C(CNC(=O)C2=NC3=C(C(=CC=C3C=C2)C(=O)O)O)C=CC(=C1)O 2-(2,4-dihydroxybenzyl-carbamoyl)-8-hydroxyquinoline-7-carboxylic acid